C(C1=CC=CC=C1)C1=C(OCC(=O)O)C=CC(=C1)C 2-(2-benzyl-4-methylphenoxy)acetic acid